OC[C@H](C1=CC=CC=C1)NC1=NC(=NC=C1C1=NC=NN1)NC1=CC=C(C(=O)N(C)C)C=C1 4-[[4-[[(1S)-2-hydroxy-1-phenyl-ethyl]amino]-5-(1H-1,2,4-triazol-5-yl)pyrimidin-2-yl]amino]-N,N-dimethyl-benzamide